COC(COCCOCCO)(OC)O Dimethoxytriethylene glycol